CC1(O[C@H]([C@H](O1)/C=C/B1OC(C(O1)(C)C)(C)C)C\C=C/CC)C 2-[(E)-2-{(4R,5S)-2,2-dimethyl-5-[(2Z)-pent-2-en-1-yl]-1,3-dioxolan-4-yl}ethenyl]-4,4,5,5-tetramethyl-1,3,2-dioxaborolane